C(C)OC1=CC2=C(C(N(N=C2C(C)C)CC(=O)O)=O)S1 (2-ethoxy-4-isopropyl-7-oxo-thieno[2,3-D]pyridazin-6-yl)acetic acid